C(C)(=O)OC1=CC2=C(C=3C=CCOC13)C=CC=C2 benzo[f]chromen-5-yl acetate